OC(C(=O)O)CC=1C=C(C=CC1)C 2-hydroxy-3-(m-tolyl)propionic acid